fluoro-α-methylstyrene FC=C(C1=CC=CC=C1)C